BrC\C(\C(=O)O)=N/NC(N)=O (Z)-3-bromo-2-(2-carbamoylhydrazono)propanoic acid